C(=O)O.C(C)OC1=NC(=NC=C1C(=O)NC=1C=C(C=2N(C1)C=C(N2)C)F)N2CC(CC2)NC 4-ethoxy-N-(8-fluoro-2-methylimidazo[1,2-a]pyridin-6-yl)-2-(3-(methylamino)pyrrolidin-1-yl)pyrimidine-5-carboxamide formate